2-(6-((4-Chloro-2-fluorophenoxy)methyl)pyridin-3-yl)-5-(difluoromethyl)-1,3,4-oxadiazole ClC1=CC(=C(OCC2=CC=C(C=N2)C=2OC(=NN2)C(F)F)C=C1)F